ClC1=CC2=C(C3=C(S2)C=CC(=C3)N(C3=CC=CC=C3)C3=CC=CC=C3)C=C1 7-chloro-N,N-diphenyldibenzo[b,d]thiophen-2-amine